7-(3-(6-fluoropyridin-3-yl)-7,8-dihydro-1,6-naphthyridin-6(5H)-yl)-8,9-dimethyl-4H-pyrimido[1,2-b]pyridazin-4-one FC1=CC=C(C=N1)C=1C=NC=2CCN(CC2C1)C=1C(=C(C=2N(N1)C(C=CN2)=O)C)C